FC(C(=O)O)(F)F.N[C@@H]1COCC[C@H]1C1=C(C2=NC(=CC(=C2S1)NCC1=CC=CC=C1)Cl)Br 2-((3s,4r)-3-aminotetrahydro-2H-pyran-4-yl)-N-benzyl-3-bromo-5-chlorothieno[3,2-b]pyridin-7-amine trifluoroacetate salt